CC1=NC(=NO1)C=1C=C(C(=O)NCCN2CC3=C(CC2)C=C(S3)C(=O)O)C=CC1 6-[2-[[3-(5-methyl-1,2,4-oxadiazol-3-yl)benzoyl]amino]ethyl]-5,7-dihydro-4H-thieno[2,3-c]pyridine-2-carboxylic acid